BrC=1C(=CC=C2C(=CNC12)C1=NC(=NC=C1C(F)(F)F)Cl)C(=O)OC methyl 7-bromo-3-[2-chloro-5-(trifluoromethyl) pyrimidin-4-yl]-1H-indole-6-carboxylate